1-(benzo[d]oxazol-5-yl)-N-methylcyclopropane-1-carboxamide O1C=NC2=C1C=CC(=C2)C2(CC2)C(=O)NC